Methyl 2-((5-(6-((4-cyano-2-fluorobenzyl)oxy)pyridin-2-yl)-[1,1'-biphenyl]-2-yl)methyl)-1-(2-methoxyethyl)-1H-benzo[d]imidazole-6-carboxylate C(#N)C1=CC(=C(COC2=CC=CC(=N2)C=2C=CC(=C(C2)C2=CC=CC=C2)CC2=NC3=C(N2CCOC)C=C(C=C3)C(=O)OC)C=C1)F